5-(5-methylbenzo[d]isoxazol-3-yl)-7-(piperidine-1-carbonyl)thieno[3,2-c]pyridin-4(5H)-one CC=1C=CC2=C(C(=NO2)N2C(C3=C(C(=C2)C(=O)N2CCCCC2)SC=C3)=O)C1